N-benzyl-3-(3,4-dimethoxyphenyl)-2,5-dimethyl-pyrazolo[1,5-a]pyrimidin-7-amine C(C1=CC=CC=C1)NC1=CC(=NC=2N1N=C(C2C2=CC(=C(C=C2)OC)OC)C)C